C(#N)C1=C(C=C(C=N1)N1C(N(C2(CCC2)C1=O)C1=CC(=C(C(=O)NC)C=C1)F)=S)C(F)(F)F 4-[7-[6-cyano-5-(trifluoromethyl)-pyridin-3-yl]-8-oxo-6-thioxo-5,7-diazaspiro[3.4]oct-5-yl]-2-fluoro-N-methylbenzamide